5-((3,4-difluorophenyl)carbamoyl)-4,5,6,7-tetrahydropyrazolo[1,5-a]pyrazine-3-carboxylic acid methyl ester COC(=O)C=1C=NN2C1CN(CC2)C(NC2=CC(=C(C=C2)F)F)=O